The molecule is a sesterterpenoid that is ophiobolane with a hydroxy group at position 3, oxo groups at positions 5 and 25, double bonds at positions 7-8 and 19-20, and an oxygen link between positions 14 and 18. It is an oxaspiro compound, an enal, a cyclic ketone, a tertiary alcohol and a sesterterpenoid. It derives from a hydride of an ophiobolane. C[C@H]1C[C@@H](O[C@@]12CC[C@]3([C@H]2C/C=C(\\[C@@H]4[C@H](C3)[C@](CC4=O)(C)O)/C=O)C)C=C(C)C